5-benzyl-N-(4-(2-methyl-5-(pent-4-en-1-yloxy)phenyl)pyridin-2-yl)-4H-1,2,4-triazole-3-carboxamide C(C1=CC=CC=C1)C=1NC(=NN1)C(=O)NC1=NC=CC(=C1)C1=C(C=CC(=C1)OCCCC=C)C